N,N'-m-xylylenebiscitraconimide C1(=CC(=CC=C1)CN1C(C(C)=CC1=O)=O)CN1C(C(C)=CC1=O)=O